BrC1=C(C(=CC=C1)C=1C(=C(C(=C(C1[2H])C1=CC=CC=C1)[2H])C1=C(C(=C(C(=C1[2H])[2H])[2H])[2H])[2H])[2H])N 3-bromo-5'-phenyl-[1,1':3',1''-terphenyl]-2',2'',3'',4',4'',5'',6',6''-d8-2-amine